2-Decyl alcohol CC(CCCCCCCC)O